C(C)(C)C1=C(C=CC=C1)NC1=CC=CC=C1 2-Isopropylphenyl-aniline